3-(4-hydroxy-3-methoxyphenyl)propyl-3-phenyl-propane OC1=C(C=C(C=C1)CCCCCCC1=CC=CC=C1)OC